6-fluoro-5-iodo-1,3-benzodiazole FC=1C(=CC2=C(NC=N2)C1)I